methyl 2-(4-bromo-1H-pyrazol-1-yl)cyclopropane-1-carboxylate BrC=1C=NN(C1)C1C(C1)C(=O)OC